ditertiarybutyl dicarbonate C(=O)(OC(C)(C)C)OC(=O)OC(C)(C)C